thiobis-(4-methyl-6-t-butylphenol) S(C1=C(C(=CC(=C1)C)C(C)(C)C)O)C1=C(C(=CC(=C1)C)C(C)(C)C)O